C1(CC1)OC1=CC=2N=CN=C(C2N=C1OC(C)C=1OC(=NN1)C)C=1C(=NN(C1)C)C1=CC=CC=C1 2-(1-{[7-cyclopropoxy-4-(1-methyl-3-phenyl-1H-pyrazol-4-yl)pyrido[3,2-d]pyrimidin-6-yl]oxy}ethyl)-5-methyl-1,3,4-oxadiazole